C(CCC(CCC)O)O 1,4-Heptanediol